Fluoropicolinamidine FC=1C(=NC=CC1)C(=N)N